CC=1C2=C(N=NC1C1=CC=C3C(CCO3)=C1O)N(C=C2C)[C@H]2CN(CCC2)C 5-[4,5-dimethyl-7-[(3R)-1-methyl-3-piperidyl]pyrrolo[2,3-c]pyridazin-3-yl]-2,3-dihydrobenzofuran-4-ol